BrC1=NN=C(S1)OC1=CC=C(C=C1)C(C)(C)C1=CC=C(OC2CC(C2)NC(OC(C)(C)C)=O)C=C1 tert-butyl ((1r,3r)-3-(4-(2-(4-((5-bromo-1,3,4-thiadiazol-2-yl)oxy)phenyl)propan-2-yl)phenoxy)cyclobutyl)carbamate